N1[C@H](C1)C(=O)OCC1=CC=CC=C1 benzyl (R)-aziridine-2-carboxylate